C[Si](Cl)(C1C(=CC(=C1)CCCC)C)C Dimethyl-4-butyl-2-methylcyclopentadienyl-Chlorosilane